pyran-3-yl acetate C(C)(=O)OC=1COC=CC1